C1(CCCC1)NC(O[C@H]1C[C@H](CC1)C1=CC(=NN1)NC(CC1=CC=NO1)=O)=O (1R,3S)-3-{3-[(1,2-oxazol-5-ylacetyl)amino]-1H-pyrazol-5-yl}cyclopentyl cyclopentylcarbamate